CS(=O)(=O)CCCS(=O)(=O)C1=CC=C(OCC2CC(N(C2)CCC=2C=C(C#N)C=CC2)C)C=C1 3-[2-(4-{[4-(3-methylsulfonyl-propanesulfonyl)phenoxy]methyl}-2-methylpyrrolidin-1-yl)ethyl]benzonitrile